FC=1C=CC(=C(C1)[C@@]1([C@H](C1)CO)C(=O)N)OC (1R,2S)-1-(5-fluoro-2-methoxyphenyl)-2-(hydroxymethyl)-cyclopropane-1-carboxamide